2,4-dichloropurine ClC=1N=CC2=NC=NC2(N1)Cl